6-methyl-6-(trifluoromethyl)-N'-trityl-6,7-dihydro-5H-pyrazolo[5,1-b][1,3]oxazine-3-sulfonimidamide CC1(CN2C(OC1)=C(C=N2)S(=O)(N)=NC(C2=CC=CC=C2)(C2=CC=CC=C2)C2=CC=CC=C2)C(F)(F)F